C(C)(C)C(CCCCCCC(C(C)C)(C(C)C)C(C)C)P([O-])([O-])([O-])CCCCCCCC tetraisopropyl(dioctyl phosphite)